C12CN(CC2C1)C1=CC=C(C=C1)[C@@H](C)N1N=CC2=C(C=CC(=C12)C(=O)N)C#CC 1-((1R)-1-(4-(3-Azabicyclo[3.1.0]hexane-3-yl)phenyl)ethyl)-4-(propane-1-yne-1-yl)-1H-indazole-7-carboxamide